[Br-].C(CCCC)[P+](CCCCC)(CCCCC)CCCCC tetrapentyl-phosphonium bromide